tris(4-(4-pyridinyl)phenyl)amine N1=CC=C(C=C1)C1=CC=C(C=C1)N(C1=CC=C(C=C1)C1=CC=NC=C1)C1=CC=C(C=C1)C1=CC=NC=C1